4,4-di(t-butylperoxy)pentanoic acid butyl ester C(CCC)OC(CCC(C)(OOC(C)(C)C)OOC(C)(C)C)=O